3-Cyano-4-(6-(3,5-difluorophenyl)-6-hydroxy-6-(1-methyl-2-oxo-1,2-dihydropyridin-3-yl)hex-1,3-diyn-1-yl)pyrazolo[1,5-a]pyridine-5-carboxamide C(#N)C=1C=NN2C1C(=C(C=C2)C(=O)N)C#CC#CCC(C=2C(N(C=CC2)C)=O)(O)C2=CC(=CC(=C2)F)F